3-({[5-(difluoromethoxy)-1-methyl-3-(trifluoromethyl)-1H-pyrazol-4-yl]methyl}sulfonyl)-5,5-dimethyl-4,5-dihydro-1,2-oxazole FC(OC1=C(C(=NN1C)C(F)(F)F)CS(=O)(=O)C1=NOC(C1)(C)C)F